2-(2,6-dioxopiperidin-3-yl)-5-(4-(((S)-3-(hydroxymethyl)pyrrolidin-1-yl)methyl)pyridin-2-yl)isoindoline-1,3-dione O=C1NC(CCC1N1C(C2=CC=C(C=C2C1=O)C1=NC=CC(=C1)CN1C[C@H](CC1)CO)=O)=O